NCC[Si](OCCC)(OCCC)OCCC 2-aminoethyl-tripropoxysilane